N-benzyl-1-(4-hydroxybenzyl)-7-isopentyl-1,2,3,3a,7,7a-hexahydro-6H-3,6-methanopyrrolo[3,2-c]pyridine-6-carboxamide C(C1=CC=CC=C1)NC(=O)C12C(C3C(C=N1)C(CN3CC3=CC=C(C=C3)O)C2)CCC(C)C